2-((2-(2,6-dioxopiperidin-3-yl)-1,3-dioxoisoindolin-4-yl)oxy)-N-(2-(2-(2-hydroxyethoxy)ethoxy)-ethyl)acetamide O=C1NC(CCC1N1C(C2=CC=CC(=C2C1=O)OCC(=O)NCCOCCOCCO)=O)=O